FC1=CC2=C(N=C(N=C2)SC)N(C1=O)C 6-fluoro-8-methyl-2-methylsulfanyl-pyrido[2,3-d]pyrimidin-7-one